6-(3-methoxy-5-(tetrahydro-2H-pyran-4-yl)phenylamino)-1H-pyrrolo[3,2-c]pyridine-2-carbonitrile COC=1C=C(C=C(C1)C1CCOCC1)NC1=CC2=C(C=N1)C=C(N2)C#N